2-cyclobutyl-N-[(1S)-1-(dicyclopropylmethyl)-2-[4-(3,5-dimethyl-1H-pyrazol-4-yl)anilino]-2-oxo-ethyl]pyrazole-3-carboxamide C1(CCC1)N1N=CC=C1C(=O)N[C@H](C(=O)NC1=CC=C(C=C1)C=1C(=NNC1C)C)C(C1CC1)C1CC1